2-(3-(2-(2-(2-(2,6-dioxopiperidin-3-yl)-1,3-dioxoisoindolin-4-ylamino)ethoxy)ethoxy)phenyl)-N-(5-methyl-4-(1-(2-methylbenzoyl)indolin-5-yl)thiazol-2-yl)acetamide O=C1NC(CCC1N1C(C2=CC=CC(=C2C1=O)NCCOCCOC=1C=C(C=CC1)CC(=O)NC=1SC(=C(N1)C=1C=C2CCN(C2=CC1)C(C1=C(C=CC=C1)C)=O)C)=O)=O